3-[5,7-difluoro-2-(4-fluorophenyl)-1H-indol-3-yl]-2,2-difluoro-propanoic acid FC=1C=C2C(=C(NC2=C(C1)F)C1=CC=C(C=C1)F)CC(C(=O)O)(F)F